Dinatrium 2-Sulfolaurat S(=O)(=O)(O)C(C(=O)[O-])CCCCCCCCCC.[Na+].[Na+].S(=O)(=O)(O)C(C(=O)[O-])CCCCCCCCCC